bis(3,5-dichloro-4-hydroxyphenyl)propane ClC=1C=C(C=C(C1O)Cl)C(C)(C)C1=CC(=C(C(=C1)Cl)O)Cl